C1(=CC=CC2=CC=CC=C12)C(=O)NN Naphthaleneformylhydrazine